NC=1C=C(C(=NC1)C)NC(OC(C)(C)C)=O tert-butyl (5-amino-2-methylpyridin-3-yl)carbamate